2-(2-(3-cyanophenyl)-acetyl)-2-iminoacetate C(#N)C=1C=C(C=CC1)CC(=O)C(C(=O)[O-])=N